(S)-2-((tert-butoxycarbonyl)amino)-3-(cyclopent-1-en-1-yl)propanoic acid methyl ester COC([C@H](CC1=CCCC1)NC(=O)OC(C)(C)C)=O